8-(2-((4-(1,1-dioxidothiomorpholino)phenyl)amino)-5-methylpyrimidin-4-yl)-2,8-diazaspiro[4.5]decan-1-one O=S1(CCN(CC1)C1=CC=C(C=C1)NC1=NC=C(C(=N1)N1CCC2(CCNC2=O)CC1)C)=O